N-(2-((4-(6-(cyclohexylmethyl)-2,6-diazaspiro[3.4]octan-2-yl)pyrimidin-5-yl)oxy)-5-fluorophenyl)-N-ethylisobutyramide C1(CCCCC1)CN1CC2(CN(C2)C2=NC=NC=C2OC2=C(C=C(C=C2)F)N(C(C(C)C)=O)CC)CC1